2-(4-((6-ethylpyridin-2-yl)carbamoyl)-2-fluoro-3-methylphenyl)-9,10-dihydro-4H-benzo[d]pyrazolo[1,5-a][1,3]diazepine-3-carboxamide C(C)C1=CC=CC(=N1)NC(=O)C1=C(C(=C(C=C1)C1=NN2C(NC3=C(CC2)C=CC=C3)=C1C(=O)N)F)C